CC1=NC(=CC(=C1)C(=O)NC1CCC(CC1)NC1=CC(=C(C(=C1)C(F)(F)F)C#N)C)C 2,6-dimethyl-N-[(1s,4s)-4-{[4-cyano-3-methyl-5-(trifluoromethyl)phenyl]amino}cyclohexyl]pyridine-4-carboxamide